C(CCCCCCCCCCCCCCCCC)(=O)O.OCC(O)CO.OCC(O)CO.OCC(O)CO.OCC(O)CO.OCC(O)CO pentaglycerin stearate